o-vinylphenyl-tris(trimethylsiloxy)silane C(=C)C1=C(C=CC=C1)[Si](O[Si](C)(C)C)(O[Si](C)(C)C)O[Si](C)(C)C